C(C)C1=CC=C(C=C1)S(=O)(=O)C(C(=O)O)C(C)C 2-(4-ethylbenzenesulfonyl)-3-methylbutanoic acid